N-(5-Cyano-6-(2H-1,2,3-triazol-2-yl)pyridin-3-yl)-1-(imidazo[1,2-a]-pyrimidin-5-yl)-5-(trifluoromethyl)-1H-pyrazol-4-carboxamid C(#N)C=1C=C(C=NC1N1N=CC=N1)NC(=O)C=1C=NN(C1C(F)(F)F)C1=CC=NC=2N1C=CN2